3,3,4,4-tetrafluoropyrrolidine FC1(CNCC1(F)F)F